FC(CC(=O)O)[C@@H](C)[C@H]1CC[C@H]2[C@@H]3CCC4CCCC[C@]4(C)[C@H]3CC[C@]12C 22-fluoro-cholanic acid